tert-butyl (2-amino-5-bromopyridin-4-yl)carbamate NC1=NC=C(C(=C1)NC(OC(C)(C)C)=O)Br